zinc vanadium (oxy) hydroxide O(O)O.[V].[Zn]